ClC1=CC=C(C=C1)CCC[C@H](NC([C@@H](COC)NC(=O)C1=NC=CN=C1)=O)B(O)O ((R)-4-(4-chlorophenyl)-1-((R)-3-methoxy-2-(pyrazine-2-carboxamido)propanamido)butyl)boronic acid